Methyl ((trans-4-((4-(2-cyclopropyloxazol-4-yl)pyridin-2-yl)((trans-4-(5-methoxy-6-methylpyridin-2-yl)cyclohexyl)methyl) carbamoyl)cyclohexyl) methyl)carbamate C1(CC1)C=1OC=C(N1)C1=CC(=NC=C1)N(C(=O)[C@@H]1CC[C@H](CC1)CNC(OC)=O)C[C@@H]1CC[C@H](CC1)C1=NC(=C(C=C1)OC)C